5-[1-[4-(trifluoromethoxy)phenyl]cyclopropanecarbonyl]-4,6-dihydro-2H-pyrrolo[3,4-c]pyrazole-4-carboxamide FC(OC1=CC=C(C=C1)C1(CC1)C(=O)N1CC2=NNC=C2C1C(=O)N)(F)F